ClC1=NN2C(N=CC(=C2[C@H](C)OC)NC2=CC=C(C=C2)[C@@H](C(F)(F)F)N(C(=O)C2CCC(CC2)(F)F)C)=N1 N-[(1S)-1-[4-({2-chloro-7-[(1S)-1-methoxyethyl]-[1,2,4]triazolo[1,5-a]pyrimidin-6-yl}amino)phenyl]-2,2,2-trifluoroethyl]-4,4-difluoro-N-methylcyclohexane-1-carboxamide